O=S1(N=C(C2=C1C=CC=C2)N(\N=C\C2=CC(=C(C=C2)B(O)O)OC)CCOC)=O [4-[(E)-[(1,1-dioxo-1,2-benzothiazol-3-yl)-(2-methoxyethyl)hydrazono]methyl]-2-methoxy-phenyl]boronic acid